[Al+3].C1(=CC=CC=C1)C1=CC=C(C=C1)[O-].CC1=NC2=C(C=CC=C2C=C1)[O-].CC1=NC2=C(C=CC=C2C=C1)[O-] bis(2-methyl-8-quinolinolate) (p-phenylphenolate) aluminum